2-bromo-1-(2,2-difluorobenzo[d][1,3]dioxol-5-yl)propan-1-one BrC(C(=O)C1=CC2=C(OC(O2)(F)F)C=C1)C